N-[(3S)-9-fluoro-2-oxo-5-phenyl-1,3-dihydro-1,4-benzodiazepin-3-yl]-2-[6-(propan-2-ylamino)pyridin-3-yl]-6,7-dihydro-5H-pyrazolo[5,1-b][1,3]oxazine-3-carboxamide FC1=CC=CC=2C(=N[C@@H](C(NC21)=O)NC(=O)C=2C(=NN1C2OCCC1)C=1C=NC(=CC1)NC(C)C)C1=CC=CC=C1